7-((6-(4-(aminomethyl)piperidin-1-yl)-5-methylpyridin-3-yl)methyl)-2-butoxyimidazo[2,1-f][1,2,4]triazin-4-amine NCC1CCN(CC1)C1=C(C=C(C=N1)CC1=CN=C2C(=NC(=NN21)OCCCC)N)C